2-(4-(((2,4-diaminopteridin-6-yl)methyl)amino)benzoylamino)pentanoic acid NC1=NC2=NC=C(N=C2C(=N1)N)CNC1=CC=C(C(=O)NC(C(=O)O)CCC)C=C1